CC=CCCC=CCC 2,6-Nonadien